tert-butyl 6-(2,3-dichlorophenyl)-2,6-diazaspiro[3.3]heptane-2-carboxylate ClC1=C(C=CC=C1Cl)N1CC2(CN(C2)C(=O)OC(C)(C)C)C1